CC1=CC=C(C=C1)S(=O)(=O)OC=1C2=C(N=C(N1)OCC1(CC1)CN(C)C)CN(CC2)C2=C1C=NN(C1=CC(=C2C)C)C2OCCCC2 7-(5,6-dimethyl-1-(tetrahydro-2H-pyran-2-yl)-1H-indazol-4-yl)-2-((1-((dimethylamino)methyl)cyclopropyl)methoxy)-5,6,7,8-tetrahydropyrido[3,4-d]pyrimidin-4-yl 4-methylbenzenesulfonate